FC1(CC(C1)NC(CN1N=CC2=NC=C(C=C21)C2=CC(=CC=C2)C(F)(F)F)=O)F N-(3,3-Difluorocyclobutyl)-2-[6-[3-(trifluoromethyl)phenyl]pyrazolo[4,3-b]pyridin-1-yl]acetamide